N6-[(2R)-2-amino-2-phenyl-ethyl]-1-methyl-N4-(1-methyl-1-tetrahydropyran-4-yl-ethyl)pyrazolo[3,4-d]pyrimidine-4,6-diamine N[C@@H](CNC1=NC(=C2C(=N1)N(N=C2)C)NC(C)(C2CCOCC2)C)C2=CC=CC=C2